3-(trifluoromethoxy)-5-(trifluoromethyl)benzamide FC(OC=1C=C(C(=O)N)C=C(C1)C(F)(F)F)(F)F